Cl.CN1CCC(CC1)C(=O)NC1=CC=C(C=C1)N1C2=C(NC(CC1=O)=O)C1=CC=CC=C1C=C2 5-[4-[(1-methylpiperidin-4-yl)carbonylamino]phenyl]-1H-naphtho[1,2-b][1,4]diazepine-2,4(3H,5H)-dione hydrochloride